1-(7-(3-fluoro-4-(trifluoromethyl)phenoxy)-3,4-dihydroisoquinolin-2(1H)-yl)-3-(1H-tetrazol-1-yl)propan-1-one FC=1C=C(OC2=CC=C3CCN(CC3=C2)C(CCN2N=NN=C2)=O)C=CC1C(F)(F)F